iron manganese nickel oxalate C(C(=O)[O-])(=O)[O-].[Ni+2].[Mn+2].[Fe+2].C(C(=O)[O-])(=O)[O-].C(C(=O)[O-])(=O)[O-]